ClCOC(NC(C)C1=C(C=CC(=C1)OC(F)(F)F)F)=O (1-(2-fluoro-5-(trifluoromethoxy)phenyl)ethyl)carbamic acid chloromethyl ester